FC(C(=O)C1=CC=C(C=C1)F)(CC(CCCCCC)I)F 2,2-difluoro-1-(4-fluorophenyl)-4-iodo-1-decanone